5H-thiazolo[2,3-b]Quinazoline dihydrochloride Cl.Cl.S1C=CN2C1=NC1=CC=CC=C1C2